6-chloro-N-(2,4,5-trifluorophenyl)-1H-pyrrolo[2,3-b]pyridine-3-sulfonamide ClC1=CC=C2C(=N1)NC=C2S(=O)(=O)NC2=C(C=C(C(=C2)F)F)F